N1=CC=C(C=C1)[NH-] 4-pyridinylamide